3-(2-ethoxyethyl)urea C(C)OCCNC(N)=O